ClC1=NC(=NC(=N1)Cl)NC1=CC=C(C=C1)S(=O)(=O)O p-[(4,6-dichloro-1,3,5-triazine-2-yl)amino]-benzenesulfonic acid